C(C)(C)(C)OC(=O)N1OCCC1C1=CC=C(C=C1)F 3-(4-fluorophenyl)-1,2-oxazolidine-2-carboxylic acid tert-butyl ester